methyl (2S,4R)-4-(difluoromethoxy)-1-((4-(4-(trifluoromethyl)phenoxy) benzoyl)glycyl)pyrrolidine-2-carboxylate FC(O[C@@H]1C[C@H](N(C1)C(CNC(C1=CC=C(C=C1)OC1=CC=C(C=C1)C(F)(F)F)=O)=O)C(=O)OC)F